N-[5-[[5-(difluoromethoxymethyl)pyridin-2-yl]carbamoyl]-4-fluoro-2-methylphenyl]-2-methyl-1,3-thiazole-5-carboxamide FC(OCC=1C=CC(=NC1)NC(=O)C=1C(=CC(=C(C1)NC(=O)C1=CN=C(S1)C)C)F)F